(E)-1-(3-(3-(morpholinylpropoxy)phenyl)acryloyl)-5,6-dihydropyridin N1(CCOCC1)CCCOC=1C=C(C=CC1)/C=C/C(=O)N1CC=CCC1